[4-(6-amino-5-chloro-pyrimidin-4-yl)oxy-3-fluoro-phenyl]-1-(4-chloro-2-pyridinyl)-5-(trifluoromethyl)pyrazole-4-carboxamide NC1=C(C(=NC=N1)OC1=C(C=C(C=C1)C1=NN(C(=C1C(=O)N)C(F)(F)F)C1=NC=CC(=C1)Cl)F)Cl